O(S(=O)(=O)C(F)(F)F)OS(=O)(=O)C(F)(F)F trifluoromethylsulfonyloxy (triflate)